(R)-4-acetyl-3-(3-butyl-7-fluoro-2-methyl-1,1-dioxido-5-phenyl-2,3,4,5-tetrahydrobenzo[f][1,2,5]thiadiazepin-8-yl)benzoic acid C(C)(=O)C1=C(C=C(C(=O)O)C=C1)C1=CC2=C(N(C[C@H](N(S2(=O)=O)C)CCCC)C2=CC=CC=C2)C=C1F